COC(CS(=O)(=O)CC(CCCC(C(=O)O)(C)C1=CC(=CC=C1)CCC(=O)OC)(C)C)=O 7-((2-Methoxy-2-oxoethyl)sulfonyl)-2-(3-(3-methoxy-3-oxopropyl)phenyl)-2,6,6-trimethylheptanoic acid